N-(3,3-difluorocyclobutyl)-5-(imidazo[1,2-b]pyridazin-6-yl)-7H-pyrrolo[2,3-d]pyrimidin-2-amine FC1(CC(C1)NC=1N=CC2=C(N1)NC=C2C=2C=CC=1N(N2)C=CN1)F